5-(2-(4-hexyl-1H-1,2,3-triazol-1-yl)ethyl)-2-(trifluoromethoxy)benzaldehyde C(CCCCC)C=1N=NN(C1)CCC=1C=CC(=C(C=O)C1)OC(F)(F)F